ClC=1C(=NC(=CC1)C1=C(C=C(C=C1)OS(=O)(=O)C(F)(F)F)Cl)C(=O)OC Methyl 3-chloro-6-(2-chloro-4-(((trifluoromethyl) sulfonyl)oxy)phenyl)-picolinate